OCCN1N=C(C=C1C(NC(CC)CC)=O)C=1C=C(C=CC1)C=1OC(=CN1)C(=O)N[C@H](C(=O)OCC)C(C)C (S)-Ethyl 2-(2-(3-(1-(2-hydroxyethyl)-5-(pentan-3-ylcarbamoyl)-1H-pyrazol-3-yl) phenyl) oxazole-5-carboxamido)-3-methylbutyrate